(3r,6s)-1-(7-(8-ethyl-7-fluoro-3-hydroxynaphthalen-1-yl)-8-fluoro-2-(((2r,7as)-2-fluorohexahydro-1H-pyrrolizin-7a-yl)methoxy)pyrido[4,3-d]pyrimidin-4-yl)azepan-3,6-diol C(C)C=1C(=CC=C2C=C(C=C(C12)C1=C(C=2N=C(N=C(C2C=N1)N1C[C@@H](CC[C@@H](C1)O)O)OC[C@]12CCCN2C[C@@H](C1)F)F)O)F